NC1=C2C(=NC=N1)N(N=C2C2=CC=C1C=C(NC1=C2)C(=O)NC2=NN(C=C2)C)C(C)C 6-(4-Amino-1-isopropyl-pyrazolo[3,4-d]pyrimidin-3-yl)-N-(1-methylpyrazol-3-yl)-1H-indol-2-carboxamid